N-(6-(7-acetyl-5-chloro-6-fluoro-1H-indazol-4-yl)imidazo[1,2-a]pyrazin-2-yl)-2-fluorocyclopropane-1-carboxamide C(C)(=O)C=1C(=C(C(=C2C=NNC12)C=1N=CC=2N(C1)C=C(N2)NC(=O)C2C(C2)F)Cl)F